6-(3-chloro-6-cyano-2-fluorophenyl)-N-(1-((R or S)-2-hydroxy-1-(2-((1R,5S)-2-oxo-3-azabicyclo[3.1.0]hex-3-yl)pyrimidin-5-yl)ethyl)-1H-pyrazol-4-yl)-3-methylpyrazine-2-carboxamide ClC=1C(=C(C(=CC1)C#N)C1=CN=C(C(=N1)C(=O)NC=1C=NN(C1)[C@@H](CO)C=1C=NC(=NC1)N1C([C@@H]2C[C@@H]2C1)=O)C)F |o1:23|